ClP(C=CCP(Cl)Cl)Cl 1,3-bis(dichlorophosphino)propaneN